C(C1=CC=CC=C1)NC1=CC2=CC=CC=C2C=C1C(=C)C1=CC=CC=C1 N-benzyl-3-(1-phenylvinyl)naphthalen-2-amine